1-benzyl 2-methyl (2S,3S,4S)-3-allyl-3-(((tert-butyldimethylsilyl)oxy)methyl)-4-(((methylthio)carbonothioyl)oxy)pyrrolidine-1,2-dicarboxylate C(C=C)[C@]1([C@H](N(C[C@H]1OC(=S)SC)C(=O)OCC1=CC=CC=C1)C(=O)OC)CO[Si](C)(C)C(C)(C)C